5-(trifluoromethyl)pyrrolidine FC(C1CCCN1)(F)F